IC1=CC=C(CN2C(C3=CC=CC=C3CC2=O)CC2=NC3=CC=CC=C3C=C2)C=C1 2-(4-iodobenzyl)-1-(quinolin-2-ylmethyl)-1,4-dihydroisoquinolin-3(2H)-one